3-(4-Hydroxy-phenyl)-2-{2-[4-(4-methyl-piperazin-1-yl)-phenylamino]-pyrimidin-4-yl}-thiazolo[3,2-a]pyrimidin-5-one OC1=CC=C(C=C1)C1=C(SC=2N1C(C=CN2)=O)C2=NC(=NC=C2)NC2=CC=C(C=C2)N2CCN(CC2)C